tris(2,4-di-tert-butyl phenyl) phosphite P(OC1=C(C=C(C=C1)C(C)(C)C)C(C)(C)C)(OC1=C(C=C(C=C1)C(C)(C)C)C(C)(C)C)OC1=C(C=C(C=C1)C(C)(C)C)C(C)(C)C